3-{4-[(3-chloro-1H-pyrazolo[3,4-b]pyridin-5-yl)oxy]phenyl}-1-[5-(trifluoromethyl)-3-pyridinyl]-2,4-imidazolidinedione ClC1=NNC2=NC=C(C=C21)OC2=CC=C(C=C2)N2C(N(CC2=O)C=2C=NC=C(C2)C(F)(F)F)=O